N-[(1R)-1-(5-Methylpyrazin-2-yl)ethyl]-3-(5-methyl-1,3-thiazol-2-yl)-5-(tetrahydro-2H-pyran-4-ylmethoxy)benzamide CC=1N=CC(=NC1)[C@@H](C)NC(C1=CC(=CC(=C1)OCC1CCOCC1)C=1SC(=CN1)C)=O